FC1(CC(C(NC1)=O)CC=1C(=CC=2N(N1)C=C(N2)[C@@H](NC(=O)C2=CC=NN2CC)C2CCC(CC2)(F)F)NC)F N-((1S)-(6-((5,5-difluoro-2-oxopiperidin-3-yl)methyl)-7-(methylamino)imidazo[1,2-b]pyridazin-2-yl)(4,4-difluorocyclohexyl)methyl)-1-ethyl-1H-pyrazole-5-carboxamide